tert-butyl 3-[1-[2-chloro-4-(trifluoromethoxy)phenyl]-4-(hydroxymethyl)pyrazolo[3,4-b]pyridin-3-yl]azetidine-1-carboxylate ClC1=C(C=CC(=C1)OC(F)(F)F)N1N=C(C=2C1=NC=CC2CO)C2CN(C2)C(=O)OC(C)(C)C